BrCC(NCCOCCOCCOCCOCCC(=O)O)=O 1-bromo-2-oxo-6,9,12,15-tetraoxa-3-azaoctadecane-18-oic acid